tert-butyl 4-[[4-chloro-2-[3-[(2,2-difluoro-1,3-benzodioxol-5-yl)-methyl-carbamoyl]phenyl]-5-(trifluoromethyl)pyrazol-3-yl]methoxy]benzoate ClC1=C(N(N=C1C(F)(F)F)C1=CC(=CC=C1)C(N(C)C1=CC2=C(OC(O2)(F)F)C=C1)=O)COC1=CC=C(C(=O)OC(C)(C)C)C=C1